8-fluoro-1,6-dioxo-1,4,5,6-tetrahydrobenzo[c][1,7]naphthyridine-3(2H)-carboxylic acid tert-butyl ester C(C)(C)(C)OC(=O)N1CC(C=2C3=C(C(NC2C1)=O)C=C(C=C3)F)=O